C1(=CC=CC=C1)C1=NC2=C3N=C(C=CC3=CC=C2C=C1)C1=CC(=CC=C1)C1=NC2=C3N=C(C=CC3=CC=C2C=C1)C1=CC=CC=C1 2-phenyl-9-[3-(9-phenyl-1,10-phenanthrolin-2-yl)phenyl]-1,10-phenanthroline